FC(CN1C(=NC=2C1=NC(=CC2)C=2C=CN1N=C(N=C(C12)NC)N[C@@H]1CN(CC1(F)F)CC)C)F (R)-5-(3-(2,2-Difluoroethyl)-2-methyl-3H-imidazo[4,5-b]pyridin-5-yl)-N2-(1-ethyl-4,4-difluoropyrrolidin-3-yl)-N4-methylpyrrolo[2,1-f][1,2,4]triazine-2,4-diamine